BrC=1C=CC(NC1C)=O 5-bromo-6-methyl-1,2-dihydropyridin-2-one